FC=1C=C(C=C(C1N=C=S)F)C#CC=1CCC2=CC(=CC=C2C1)CCCCC 3-((3,5-difluoro-4-isothiocyanatophenyl)ethynyl)-7-pentyl-1,2-dihydronaphthalene